BrC1=C(C=C2C(=NC(=NC2=C1F)OC[C@H]1N(CCC1)C)N1C[C@H](N(C[C@@H]1C)C(=O)OC(C)(C)C)C)C(F)(F)F tert-butyl (2R,5S)-4-[7-bromo-8-fluoro-2-[[(2S)-1-methylpyrrolidin-2-yl]methoxy]-6-(trifluoromethyl)quinazolin-4-yl]-2,5-dimethyl-piperazine-1-carboxylate